3,5-bis(trimethylsilylethynyl)pyridine Methyl-2-(6-bromo-1H-indol-2-yl)-7-methoxy-1-methyl-1H-benzo[d]imidazole-5-carboxylate COC(=O)C1=CC2=C(N(C(=N2)C=2NC3=CC(=CC=C3C2)Br)C)C(=C1)OC.C[Si](C)(C)C#CC=1C=NC=C(C1)C#C[Si](C)(C)C